COC(C[C@@H](CO[Si](C1=CC=CC=C1)(C1=CC=CC=C1)C(C)(C)C)O)=O (S)-4-((tert-Butyldiphenylsilyl)oxy)-3-hydroxybutyric acid methyl ester